NCC=1C=CC(=C(C(=O)NC(C)C2=CC(=CC3=CC=CC=C23)C2=CC(=CN2)C(=O)NC)C1)C 5-(4-(1-(5-(aminomethyl)-2-methylbenzamido)ethyl)naphthalen-2-yl)-N-methyl-1H-pyrrole-3-carboxamide